[6-[2-mesyl-4-(trifluoromethyl)benzyl]-2-azaspiro[3.3]heptan-2-yl]-[6-[3-(oxetan-3-yl)-1H-1,2,4-triazol-5-yl]-2-azaspiro[3.3]heptan-2-yl]methanone S(=O)(=O)(C)C1=C(CC2CC3(CN(C3)C(=O)N3CC4(C3)CC(C4)C4=NC(=NN4)C4COC4)C2)C=CC(=C1)C(F)(F)F